5-(6-cyclopentyl-1-methyl-1H-pyrazolo[3,4-d]pyrimidin-4-yl)-4,5,6,7-tetrahydro-thiazolo[5,4-c]pyridin-2-amine C1(CCCC1)C1=NC(=C2C(=N1)N(N=C2)C)N2CC1=C(CC2)N=C(S1)N